3-{[2-(4-chlorophenyl)imidazo[1,2-a]pyrimidin-3-yl]methyl}-N-(2,6-difluorobenzyl)-3,8-diazabicyclo[3.2.1]octane-8-carboxamide ClC1=CC=C(C=C1)C=1N=C2N(C=CC=N2)C1CN1CC2CCC(C1)N2C(=O)NCC2=C(C=CC=C2F)F